Cl.COC(NC1=NC=C(C(=C1)N)OCCN(C)C)=O (4-amino-5-(2-(dimethylamino)ethoxy)pyridin-2-yl)carbamic acid methyl ester hydrochloride